(+/-)-trans-methyl 3-((5-chlorothiazolo[5,4-d]pyrimidin-7-yl)amino)bicyclo[2.2.2]octane-2-carboxylate ClC=1N=C(C2=C(N1)SC=N2)NC2C(C1CCC2CC1)C(=O)OC